N'-((3,7-dimethyl-2-(trifluoromethyl)-6,7-dihydro-5H-cyclopenta[b]pyridin-4-yl)carbamoyl)-2-(2-hydroxypropan-2-yl)thiazole-5-sulfonimidamide CC=1C(=C2C(=NC1C(F)(F)F)C(CC2)C)NC(=O)N=S(=O)(N)C2=CN=C(S2)C(C)(C)O